4-(3-fluoro-4-(2-methylpyrrolidine-1-yl)phenyl)-5-methyl-oxazole-2-amine FC=1C=C(C=CC1N1C(CCC1)C)C=1N=C(OC1C)N